OC(=C(C=CC(=O)O)O)C1=CC=CC=C1 hydroxyl-hydroxystyreneacrylic acid